FC1=CC=C(C=C1)C(=O)C1=CC=C(C=C1)F p-fluorophenyl ketone